BrC1=CC(=NC=C1)OCC(=O)O 2-((4-bromopyridin-2-yl)oxy)acetic acid